N1(N=CC=C1)CC1=CC2=C(C(=NO2)NS(=O)(=O)C2=C(C=CC=C2OC)OC)C2=C1OCCCO2 N-(6-((1H-pyrazol-1-yl)methyl)-3,4-dihydro-2H-[1,4]dioxepino[2',3':5,6]benzo[1,2-d]isoxazol-10-yl)-2,6-dimethoxybenzenesulfonamide